(S)-N-(2-(3,4-dimethylpiperazin-1-yl)-4-fluoro-5-(tributylstannyl)phenyl)-4-(trifluoromethyl)-6-(2-(trimethylsilyl)ethoxy)nicotinamide C[C@H]1CN(CCN1C)C1=C(C=C(C(=C1)F)[Sn](CCCC)(CCCC)CCCC)NC(C1=CN=C(C=C1C(F)(F)F)OCC[Si](C)(C)C)=O